Tert-butyl 5-[(3,5-difluoro-2-methoxyphenyl)carbamothioyl]-4-hydroxy-6-oxo-3,6-dihydropyridine-1(2H)-carboxylate FC=1C(=C(C=C(C1)F)NC(=S)C1=C(CCN(C1=O)C(=O)OC(C)(C)C)O)OC